5-chloro-N-[4-chloro-3-(1H-imidazol-1-yl)phenyl]-6-oxo-4-[[(1R,2R,3R,5S)-2,6,6-trimethylbicyclo[3.1.1]hept-3-yl]amino]-1(6H)-pyridazineacetamide ClC1=C(C=NN(C1=O)CC(=O)NC1=CC(=C(C=C1)Cl)N1C=NC=C1)N[C@H]1[C@@H]([C@@H]2C([C@H](C1)C2)(C)C)C